[Co+3].N1(N=CC=C1)C1=NC=CC(=C1)C(C)(C)C.N1(N=CC=C1)C1=NC=CC(=C1)C(C)(C)C.N1(N=CC=C1)C1=NC=CC(=C1)C(C)(C)C tris[2-(1H-pyrazol-1-yl)-4-tert-butylpyridine] cobalt (III)